C(C)S(=O)(=O)C=1C(=NN2C1C=C(C=C2)C(F)(F)F)N 3-ethylsulfonyl-5-(trifluoromethyl)pyrazolo[1,5-a]pyridin-2-amine